C(C(=C)C)(=O)ONC(=O)NCC Ethylureido methacrylate